(8-{[2-(4-chlorophenyl)imidazo[1,2-a]pyridin-3-yl]methyl}-3,8-diazabicyclo[3.2.1]oct-3-yl)-(2-fluorophenyl)methanone ClC1=CC=C(C=C1)C=1N=C2N(C=CC=C2)C1CN1C2CN(CC1CC2)C(=O)C2=C(C=CC=C2)F